Potassium (4,7-dimethoxy-6-azaindol-3-yl)-oxoacetate COC1=C2C(=CNC2=C(N=C1)OC)C(C(=O)[O-])=O.[K+]